F[C@@H]1C[C@@]2(CCCN2C1)COC=1N=CC2=C(N1)C=C(N=C2N(C)C2CC2)C2=CC(=CC1=CC=C(C(=C21)C#C[Si](C(C)C)(C(C)C)C(C)C)F)O 4-(2-{[(2R,7aS)-2-fluoro-hexahydropyrrolizin-7a-yl]methoxy}-5-[cyclopropyl(methyl)amino]pyrido[4,3-d]pyrimidin-7-yl)-6-fluoro-5-[2-(triisopropylsilyl)ethynyl]naphthalen-2-ol